FC(COCCF)COCCF 2-fluoro-1,3-bis(2-fluoroethoxy)propane